BrC=1SC2=C(N1)C(=C(C(=C2)O[C@H]([C@@H](C)O)C)F)Cl (2R,3S)-3-((2-bromo-4-chloro-5-fluorobenzo[d]thiazol-6-yl)oxy)butan-2-ol